(Z)-tert-butyl (tert-butoxycarbonylamino)(2-(2-(3,4-dichlorobenzyl)-3,4-dihydro-1H-pyrido[3,4-b]indol-9(2H)-yl)ethylamino)methylenecarbamate C(C)(C)(C)OC(=O)N\C(\NCCN1C2=C(C3=CC=CC=C13)CCN(C2)CC2=CC(=C(C=C2)Cl)Cl)=N/C(OC(C)(C)C)=O